1,6-Dichloro-4-iodo-1,2-dihydro-2,7-naphthyridine ClC1NC=C(C2=CC(=NC=C12)Cl)I